COC(CCC1=CC(=NC=C1B1OC(C(O1)(C)C)(C)C)Cl)=O 3-[2-chloro-5-(4,4,5,5-tetramethyl-1,3,2-dioxaborolan-2-yl)pyridin-4-yl]propanoic acid methyl ester